ClC=1C=C(C=C2C(=C(C=NC12)C#N)NCC(C)(C)C)N[C@@H](C1=CN=CC2=CN=CC=C12)C=1N=NN(C1)C1CC1 (S)-8-chloro-6-(((1-cyclopropyl-1H-1,2,3-triazol-4-yl)(2,7-naphthyridin-4-yl)methyl)amino)-4-(neopentylamino)quinoline-3-carbonitrile